9,12-Octadecadienal C(CCCCCCCC=CCC=CCCCCC)=O